FC1=CC(=C(C=C1[N+](=O)[O-])NC1=NC=CC(=N1)N1CC(C2=NC(=CC=C21)C)(C)C)OC N-(4-fluoro-2-methoxy-5-nitrophenyl)-4-(3,3,5-trimethyl-2,3-dihydro-1H-pyrrolo[3,2-b]pyridin-1-yl)pyrimidin-2-amine